5-bromo-1,3-thiazol-4-carboxylic acid methyl ester COC(=O)C=1N=CSC1Br